Cl.COC1=NC=CC(=C1)C1=C2CCO[C@@H](C2=CC=C1)CNC (S)-1-(5-(2-methoxypyridin-4-yl)isochroman-1-yl)-N-methyl-methanamine hydrochloride